3,6-di-tert-butyl-9-(4'-(4,6-diphenyl-1,3,5-triazin-2-yl)-[1,1'-biphenyl]-4-yl)-9H-carbazole C(C)(C)(C)C=1C=CC=2N(C3=CC=C(C=C3C2C1)C(C)(C)C)C1=CC=C(C=C1)C1=CC=C(C=C1)C1=NC(=NC(=N1)C1=CC=CC=C1)C1=CC=CC=C1